ClC=1C(=C(C=CC1)N1C=CC=2C=3C1=NC=NC3C=CC2NC(\C=C\CNC2CC2)=O)F (E)-N-(4-(3-chloro-2-fluorophenyl)-4H-pyrido[2,3,4-de]quinazolin-7-yl)-4-(cyclopropylamino)but-2-enamide